2-[1-(3-bromophenyl)-1,2,3,4-tetrahydroisoquinolin-2-yl]-5-methoxy-1-methyl-6-oxo-1,6-dihydropyrimidine-4-carboxylic acid BrC=1C=C(C=CC1)C1N(CCC2=CC=CC=C12)C=1N(C(C(=C(N1)C(=O)O)OC)=O)C